BrC=1C(=NC=CC1)CC1N(C(C2=CC=CC=C12)=O)C\C(=C\C=1N=NNC1)\C (E)-3-((3-bromopyridin-2-yl)methyl)-2-(2-methyl-3-(1H-1,2,3-triazol-4-yl)allyl)isoindolin-1-one